FC(OC1CCC(CC1)NC1=NC=C(C(=N1)NC(C)C)C(=O)N)F 2-((1r,4r)-4-(difluoromethoxy)cyclohexylamino)-4-(isopropylamino)pyrimidine-5-carboxamide